N,N-diisopropyl-1-methyl-1H-pyrazole-5-carboxamide C(C)(C)N(C(=O)C1=CC=NN1C)C(C)C